C(C1=CC=CC=C1)OC=1C(=NN(C1Br)CCCNC(OC(C)(C)C)=O)C tert-butyl {3-[4-(benzyloxy)-5-bromo-3-methyl-1H-pyrazol-1-yl]propyl}carbamate